(S)-1-[2-(1-isopropyl-1H-indazole-3-yl)phenyl]-2-(pyridine-2-yl)ethan-1-amine C(C)(C)N1N=C(C2=CC=CC=C12)C1=C(C=CC=C1)[C@H](CC1=NC=CC=C1)N